(S)-2-(3,3-dimethyl-4-(6-oxo-1,6-dihydropyridine-3-carbonyl)piperazin-1-yl)-N-(5-(4-fluorobenzyl)pyridin-2-yl)propanamide CC1(CN(CCN1C(=O)C1=CNC(C=C1)=O)[C@H](C(=O)NC1=NC=C(C=C1)CC1=CC=C(C=C1)F)C)C